tert-butyl 4-ethynyl-2-azabicyclo[2.1.1]hexane-2-carboxylate C(#C)C12CN(C(C1)C2)C(=O)OC(C)(C)C